ClC=1C(=CC2=C(N(C(NC2=O)=O)C2=C(C=CC=C2)C(C)C)N1)C 7-chloro-1-(2-isopropylphenyl)-6-methylpyrido[2,3-d]pyrimidine-2,4(1H,3H)-dione